CC1=C(NC(=C1[N+](=O)[O-])C)\C=C\1/C(NC2=CC=C(C=C12)C(=O)NC(C)C1=CC=CC=C1)=O (Z)-3-((3,5-dimethyl-4-nitro-1H-pyrrol-2-yl)methylene)-2-oxo-N-(1-phenylethyl)indoline-5-carboxamide